CC1(N(C[C@H](C1)CCC(N1N=C(C=C1)S(N)(=O)=O)C1=CC=CC=C1)C(=O)OC(C)(C)C)C tert-butyl (4S)-2,2-dimethyl-4-[3-phenyl-3-(3-sulfamoylpyrazol-1-yl)propyl]pyrrolidine-1-carboxylate